5-nitro-2-(pyrrolidin-1-yl)-3-(trifluoromethyl)pyridine [N+](=O)([O-])C=1C=C(C(=NC1)N1CCCC1)C(F)(F)F